5'-bromo-2',3'-dihydro-1'h-spiro[cyclopropane-1,4'-isoquinoline] BrC1=C2C3(CNCC2=CC=C1)CC3